FC(OC1=CC=C(C=C1)C=1C=CC(N(N1)CC1=CC(=NO1)CC)=O)F 6-(4-(difluoromethoxy)phenyl)-2-((3-ethylisoxazol-5-yl)methyl)pyridazin-3(2H)-one